4-(3-((tetrahydro-2H-pyran-2-yl)oxy-propyl)phenyl)-6H-[1,3]dioxolo[4,5-h]chromen-6-one O1C(CCCC1)OCCCC=1C=C(C=CC1)C1=CC=2C(C=COC2C2=C1OCO2)=O